N-{4-[2-(2-amino-4-methylpyrimidin-5-yl)ethynyl]-3-fluoropyridin-2-yl}-5-chloro-2-methoxypyridine-3-sulfonamide NC1=NC=C(C(=N1)C)C#CC1=C(C(=NC=C1)NS(=O)(=O)C=1C(=NC=C(C1)Cl)OC)F